1-(1-(Naphthalen-2-yl)spiro[3.3]hept-2-yl)propan-1-one C1=C(C=CC2=CC=CC=C12)C1C(CC12CCC2)C(CC)=O